ClC1=C(C=C(S1)C(=O)C=1C(=NC=NC1)N[C@H]1C[C@@H]([C@H](C1)CNS([O-])(=O)=O)O)S(=O)C1=CC(=CC=C1)Cl [(1R,2S,4R)-4-[[5-[5-Chloro-4-(3-chlorophenyl)sulfinyl-thiophene-2-carbonyl]pyrimidin-4-yl]amino]-2-hydroxy-cyclopentyl]methylsulfamate